FC1=CC=C(C=C1)[C@@H]1N(C[C@H](CC1)C)C(=O)C=1C=CC(=NC1)N=C(NC)N 2-(5-((2R,5S)-2-(4-fluorophenyl)-5-methylpiperidine-1-carbonyl)pyridin-2-yl)-1-methylguanidine